COC1C(C(=NO1)C[C@@H](C)C=1C=C(C=CC1)NC(OC(C)(C)C)=O)C(F)(F)F tert-butyl N-[3-[(2R)-1-[5-methoxy-4-(trifluoromethyl)-4,5-dihydro-1,2-oxazol-3-yl]propan-2-yl]phenyl]carbamate